CN1CCC(CC1)N1CCC(CC1)N1N=CC(=C1)N 1-(1'-methyl-[1,4'-bipiperidin]-4-yl)-1H-pyrazol-4-amine